(3R)-3-{[7-(2-hydroxy-prop-2-yl)-2-(4-methoxyphenyl)[1,2,4]triazolo[1,5-c]quinazolin-5-yl]amino}azepan-2-one OC(C)(C)C1=CC=CC=2C=3N(C(=NC12)N[C@H]1C(NCCCC1)=O)N=C(N3)C3=CC=C(C=C3)OC